6-((((2R,3R)-3-(2,5-difluorophenyl)-3-hydroxy-4-(1H-1,2,4-triazol-1-yl)butan-2-yl)disulfanyl)methyl)picolinate FC1=C(C=C(C=C1)F)[C@]([C@@H](C)SSCC1=CC=CC(=N1)C(=O)[O-])(CN1N=CN=C1)O